N12C=3C=C(N=NC3C=C2CNCC1)C1=C(C=CC=C1)O 2-(1,5,6,11-tetrazatricyclo[7.4.0.02,7]trideca-2(7),3,5,8-tetraen-4-yl)phenol